N1C(=CC=2C=NC=CC21)CNC(CN2C(=NC=C(C2=O)N[C@H](C)C2=CC1=C(OC3=C1C=CC=C3)C=C2)C=2C=NNC2)=O (R)-N-((1H-pyrrolo[3,2-c]pyridin-2-yl)methyl)-2-(5-((1-(dibenzo[b,d]furan-2-yl)ethyl)amino)-6-oxo-2-(1H-pyrazol-4-yl)pyrimidin-1(6H)-yl)acetamide